OCCC=1C=C(C=CC1)OC(N(CC)C)=O N-ethylmethylcarbamic acid-3-[(1S)-hydroxyethyl]-phenyl ester